5-(beta-methylmercaptoethyl)hydantoin CSCCC1C(NC(N1)=O)=O